C(C1=CC=CC=C1)N1C2=NC=NC(=C2N=C1C1=C(C=C(OCCNC(CO)=O)C=C1)Cl)OC1(CC1)C N-(2-(4-(9-benzyl-6-(1-methylcyclopropoxy)-9H-purin-8-yl)-3-chlorophenoxy)ethyl)-2-hydroxyacetamide